C1=CC=C2C(=C1)C(=CN2)CCCC(=O)NCCOCCOCC(=O)NC(CCCN=C(N)N)C(=O)NC(CC(=O)N)C(=O)NCCNC3=CC=CC4=C3C=CC=C4S(=O)(=O)O The molecule is a dipeptide derivative that consists of arginylaspartamide having a 2-[(5-sulfo-1-naphthyl)amino]ethyl group attached to the amide nitrogen at the carboxy terminus and a [2-(2-{[4-(indol-3-yl)butanoyl]amino}ethoxy)ethoxy]acetyl group attached to the amino terminus. It is a dipeptide, a member of indoles and an arenesulfonic acid.